1-[3,5-dimethoxy-4-(isopropyl)-phenyl]-3-(2-hydroxyphenyl)propane-1,3-dione COC=1C=C(C=C(C1C(C)C)OC)C(CC(=O)C1=C(C=CC=C1)O)=O